C1(=CC=CC=C1)C=1N=C2N(C=C(C=C2C2=CC=C(C=C2)C)C2=CC=C(C=C2)C)C1 2-phenyl-6,8-di-p-tolylimidazo[1,2-a]pyridine